C(C)S(=O)(=O)C1CC(C1)N 3-(ethylsulfonyl)cyclobutan-1-amine